CC(C)CCC([C@@](C)([C@H]1CC[C@H]2C3=CC=C4C[C@H](CC[C@@]4(C)[C@@H]3CC[C@]12C)O)O)O 9β,10α-cholesta-5,7-diene-3β,20,22-triol